N1=C(C=CC2=CC=CC=C12)C(=O)N1CCN(CC1)C(C1=CC=C(C=C1)C(F)(F)F)=O quinolin-2-yl-(4-(4-(trifluoromethyl)benzoyl)piperazin-1-yl)methanone